C(C)(C)(C)OC(CN1C(=NC=C(C1=O)Br)N1CC(C1)F)=O 2-[5-bromo-2-(3-fluoroazetidin-1-yl)-6-oxo-pyrimidin-1-yl]acetic acid tert-butyl ester